3-benzyl-6-(3-methoxybenzyl)-2,3,4,6-tetrahydropyrido[3,4-c][1,8]naphthyridine-5(1H)-one C(C1=CC=CC=C1)N1CC=2C(N(C=3N=CC=CC3C2CC1)CC1=CC(=CC=C1)OC)=O